FC1(CCN(CC1)C=1C2=C(N=CN1)N(C(=C2)C2=CC=C(C=C2)NC=2C=NC(=NC2)N2CCN(CC2)C(=O)OC(C)(C)C)COCC[Si](C)(C)C)F tert-butyl 4-(5-((4-(4-(4,4-difluoropiperidin-1-yl)-7-((2-(trimethylsilyl)ethoxy)methyl)-7H-pyrrolo[2,3-d]pyrimidin-6-yl)phenyl)amino)pyrimidin-2-yl)piperazine-1-carboxylate